(3aR,7aR)-3a-(3,4-dimethoxyphenyl)-1-methyloctahydro-6H-indol-6-one COC=1C=C(C=CC1OC)[C@]12CCN([C@@H]2CC(CC1)=O)C